ClC1=C(CCOCCN(C(OCCC#C)=O)C)C=CC(=C1)NC(=O)NCC=1C=C2CN(C(C2=CC1)=O)C1C(NC(CC1)=O)=O but-3-yn-1-yl (2-(2-chloro-4-(3-((2-(2,6-dioxopiperidin-3-yl)-1-oxoisoindolin-5-yl)methyl)ureido)phenethoxy)ethyl)(methyl)carbamate